3-chloro-5-(difluoromethoxy)benzonitrile ClC=1C=C(C#N)C=C(C1)OC(F)F